disodium 4-dodecyl-2,4'-oxydibenzenesulfonate C(CCCCCCCCCCC)C1=CC(=C(C=C1)S(=O)(=O)[O-])OC1=CC=C(C=C1)S(=O)(=O)[O-].[Na+].[Na+]